FC1=CC=C(C=C1)N1N=CC2=CC(=C(C=C12)C)C1N(CCN(C1)S(=O)(=O)C=1C=NN(C1)C1CCOCC1)CC(C)C 1-(4-fluorophenyl)-5-(1-isobutyl-4-((1-(tetrahydro-2H-pyran-4-yl)-1H-pyrazol-4-yl)sulfonyl)piperazin-2-yl)-6-methyl-1H-indazole